ClC=1C(=NC(=NC1)NC1=CC(=C(C=C1)N(C)CCN(C)C)[N+](=O)[O-])C1=CN(C2=C(C=CC=C12)F)C N4-(5-chloro-4-(7-fluoro-1-methyl-1H-indol-3-yl)pyrimidin-2-yl)-N1-(2-(dimethylamino)ethyl)-N1-methyl-2-nitrobenzene-1,4-diamine